4-(1-cyclopropanecarbonyl-2,3-dihydro-1H-indol-5-yl)-5-methyl-1,3-thiazole-2-carboxylic acid C1(CC1)C(=O)N1CCC2=CC(=CC=C12)C=1N=C(SC1C)C(=O)O